[C@H]12CC(C[C@@H]2C1)OC=1C(=C(C(=O)O)C=CC1C(NS(=O)(=O)N1CCCC1)=O)F 3-((1R,3s,5S)-bicyclo[3.1.0]hexan-3-yloxy)-2-fluoro-4-(pyrrolidin-1-ylsulfonylcarbamoyl)benzoic acid